(R)-1-(2,5-difluoropyridin-3-yl)ethyl (4-(5-(6-chloronicotinamido)pyrazin-2-yl)-1-methyl-1H-1,2,3-triazol-5-yl)carbamate ClC1=NC=C(C(=O)NC=2N=CC(=NC2)C=2N=NN(C2NC(O[C@H](C)C=2C(=NC=C(C2)F)F)=O)C)C=C1